2,3-dichloro-1,1,1,3-tetrafluoropropane ClC(C(F)(F)F)C(F)Cl